tert-butyl 4-[(3R)-1-[2-[tert-butyl(dimethyl)silyl]oxyethyl]-3-piperidyl]piperidine-1-carboxylate [Si](C)(C)(C(C)(C)C)OCCN1C[C@H](CCC1)C1CCN(CC1)C(=O)OC(C)(C)C